1-((1-acryloylazetidin-3-yl)methyl)-7-chloro-4-(2,6-diethylphenyl)-6-(2-fluorophenyl)-1,4-dihydropyrido[2,3-b]pyrazine-2,3-dione C(C=C)(=O)N1CC(C1)CN1C2=C(N(C(C1=O)=O)C1=C(C=CC=C1CC)CC)N=C(C(=C2)Cl)C2=C(C=CC=C2)F